3-(4-(((3,3-difluorocyclobutyl)methyl)((1s,4s)-4-((3,3,3-trifluoropropyl)amino)cyclohexyl)amino)-1-oxoisoindolin-2-yl)piperidine-2,6-dione FC1(CC(C1)CN(C1=C2CN(C(C2=CC=C1)=O)C1C(NC(CC1)=O)=O)C1CCC(CC1)NCCC(F)(F)F)F